FC(CN1C(=NC=2C1=NC(=CC2)C2=CNC=1N=C(N=C(C12)NC)NC1CCC(CC1)NC(C)=O)C)F N-((1s,4s)-4-((5-(3-(2,2-difluoroethyl)-2-methyl-3H-imidazo[4,5-b]pyridin-5-yl)-4-(methylamino)-7H-pyrrolo[2,3-d]pyrimidin-2-yl)amino)cyclohexyl)acetamide